1-methyl-6-(4-nitrophenyl)piperazin-2-one hydrochloride Cl.CN1C(CNCC1C1=CC=C(C=C1)[N+](=O)[O-])=O